COC=1C=CC=2N(C1)N=C(N2)C2=C1C=C(N=CC1=C(N=C2)NC)NC(=O)[C@@H]2[C@@H](C2)C (1S,2R)-N-(5-(6-methoxy-[1,2,4]triazolo[1,5-a]pyridin-2-yl)-8-(methylamino)-2,7-naphthyridin-3-yl)-2-methylcyclopropane-1-carboxamide